[1,2,4]Triazolo[1,5-c]-pyrimidin-2(3H)-one N=1C(NN2C=NC=CC21)=O